7-(2-((3aS,4R,6aR)-4-(6-amino-9H-purin-9-yl)-2,2-dimethyl-3a,6a-dihydro-4H-cyclopenta[d][1,3]dioxol-6-yl)ethyl)-3-chloro-5-fluoroquinolin-2-amine NC1=C2N=CN(C2=NC=N1)[C@@H]1C=C([C@H]2OC(O[C@H]21)(C)C)CCC2=CC(=C1C=C(C(=NC1=C2)N)Cl)F